4,4'-dichloro-methyl-biphenyl ClC1=CC(=C(C=C1)C1=CC=C(C=C1)Cl)C